benzyl 4-[(1R,3R)-3-[(1-benzyloxycarbonyl-4-piperidyl)oxy]cyclopentoxy]piperidine-1-carboxylate C(C1=CC=CC=C1)OC(=O)N1CCC(CC1)O[C@H]1C[C@@H](CC1)OC1CCN(CC1)C(=O)OCC1=CC=CC=C1